(2r,5r)-2-(1-(4-bromophenyl)-3-(4-fluorophenyl)-1H-pyrazol-4-yl)-5-methyl-3-(2-(2-oxoindol-5-yl)ethyl)oxazolidin-4-one methyl-1-methyl-6-oxo-1,6-dihydropyridazine-3-carboxylate COC(=O)C1=NN(C(C=C1)=O)C.BrC1=CC=C(C=C1)N1N=C(C(=C1)[C@H]1O[C@@H](C(N1CCC1=CC2=CC(N=C2C=C1)=O)=O)C)C1=CC=C(C=C1)F